S(=O)(=O)([O-])[O-].[Na+].[Na+] DISODIUM SULFATE